NC=1C=2N(C3=C(N1)C=NC(=C3)C(=O)N3[C@@H]1[C@H](C[C@@H](C3)F)OC3=C1C=CC(=C3)OC(F)(F)F)C=NC2 (4-aminoimidazo[1,5-a]pyrido[3,4-e]pyrazin-8-yl)((3S,4aS,9bS)-3-fluoro-7-(trifluoromethoxy)-3,4,4a,9b-tetrahydrobenzofuro[3,2-b]pyridin-1(2H)-yl)methanone